4-tert-butyl (S)-3-phenyl-8-(5-(trifluoromethyl)-1,2,4-oxadiazol-3-yl)-2,3-dihydrobenzo[f][1,4]oxazepine-4(5H)-carboxylate C1(=CC=CC=C1)[C@H]1COC2=C(CN1C(=O)OC(C)(C)C)C=CC(=C2)C2=NOC(=N2)C(F)(F)F